CC1=C(C=NO)C(=CC(=C1OCCCC1OC1C)C)C 2,4,6-trimethyl-3-(3-(3-methyl-oxiran-2-yl)propoxy)benzaldehyde oxime